OC1(CS(CC1)(=O)=O)CNC1=NC=C(C=2N=CN(C(C21)=O)C)C2=CC=C(C=C2)C(F)(F)F 5-(((3-hydroxy-1,1-dioxidotetrahydrothiophen-3-yl)methyl)amino)-3-methyl-8-(4-(trifluoromethyl)phenyl)pyrido[4,3-d]pyrimidin-4(3H)-one